N-[5-[(tert-butyldimethylsilyl)oxy]pyridin-2-yl]-4-(propane-2-yl)benzene-1-sulfonamide [Si](C)(C)(C(C)(C)C)OC=1C=CC(=NC1)NS(=O)(=O)C1=CC=C(C=C1)C(C)C